4-(trifluoromethoxy)benzyl thiol FC(OC1=CC=C(CS)C=C1)(F)F